4-(5-acetyl-1H-pyrrol-3-yl)benzonitrile C(C)(=O)C1=CC(=CN1)C1=CC=C(C#N)C=C1